NC1=NC=2C=C(C(=CC2C2=C1COC2)C(=O)N(CC2=NC=C(C=C2)C(F)(F)F)[C@H](C)C2=NC=CC=N2)Cl 4-amino-7-chloro-N-((1R)-1-(2-pyrimidinyl)ethyl)-N-((5-(trifluoromethyl)-2-pyridinyl)methyl)-1,3-dihydrofuro[3,4-c]quinoline-8-carboxamide